2-(4-(4-(3-(5-(((1-acetylpiperidin-4-yl)amino)methyl)-6-methoxypyridin-2-yl)-2-chlorophenyl)-3-chloropyridin-2-yl)-2-methoxybenzyl)-2,6-diazaspiro[3.4]octan-7-one C(C)(=O)N1CCC(CC1)NCC=1C=CC(=NC1OC)C=1C(=C(C=CC1)C1=C(C(=NC=C1)C1=CC(=C(CN2CC3(C2)CNC(C3)=O)C=C1)OC)Cl)Cl